3-{4-[8-(Adamantan-1-yl)-2,3-dihydro-benzo[1,4]-dioxin-6-yl]-phenyl}-acrylic acid C12(CC3CC(CC(C1)C3)C2)C2=CC(=CC3=C2OCCO3)C3=CC=C(C=C3)C=CC(=O)O